1-[5-(6-ethoxypyrazin-2-yl)pyridin-2-yl]methanamine C(C)OC1=CN=CC(=N1)C=1C=CC(=NC1)CN